tert-butyl (6-(5-cyanopyridin-2-yl)thiazolo[4,5-b]pyrazin-2-yl)carbamate C(#N)C=1C=CC(=NC1)C=1N=C2C(=NC1)N=C(S2)NC(OC(C)(C)C)=O